tris(trimethylsiloxy)-phenoxyphenylsilane C[Si](OC1=C(C(=C(C=C1)[SiH2]OC1=CC=CC=C1)O[Si](C)(C)C)O[Si](C)(C)C)(C)C